(2R)-2-(6-{5-Chloro-2-[(oxan-4-yl)amino]pyrimidin-4-yl}-1-oxo-2,3-dihydro-1H-isoindol-2-yl)-N-[(1S)-1-(5-fluoro-2-methoxypyridin-4-yl)-2-hydroxyethyl]propanamid ClC=1C(=NC(=NC1)NC1CCOCC1)C1=CC=C2CN(C(C2=C1)=O)[C@@H](C(=O)N[C@H](CO)C1=CC(=NC=C1F)OC)C